C(N)(=O)C=1C=C(C=CC1)CC(=O)O 2-(3-carbamoylphenyl)acetic acid